bismuth-lead-tin-indium [In].[Sn].[Pb].[Bi]